7H-pyrrolo[2,3-c]Pyridazine N1=NC=CC2=C1NC=C2